(S)-2-((2-amino-2,4-dimethyl-pentyl)oxy)-5-(3-fluoro-2-methylpyridin-4-yl)benzonitrile N[C@](COC1=C(C#N)C=C(C=C1)C1=C(C(=NC=C1)C)F)(CC(C)C)C